C(=C)C=1OC=CN1 vinyl-oxazol